propylene-butylene terephthalate C1(C2=CC=C(C(=O)OCCCCC(CO1)C)C=C2)=O